C(CCC)PCCCPCCCC 1,3-bis(n-butylphosphino)-propane